C(CCC)C1=NC(=C(C(N1C1=C(C=CC=C1OC)OC)=O)CC1=CC=C(C=C1)N1C(CCCC1)=O)O 2-butyl-3-(2,6-dimethoxyphenyl)-6-hydroxy-5-{[4-(2-oxopiperidin-1-yl)phenyl]methyl}-3,4-dihydropyrimidin-4-one